[Na+].C(CCCCCCCCCCC)(=O)N(C)CC(=O)[O-] N-Lauroyl-sarcosine sodium salt